Methyl 5-{5-amino-2-[(3-methyl-4-phenylphenyl) oxy] phenyl}-1H-pyrrole-2-carboxylate NC=1C=CC(=C(C1)C1=CC=C(N1)C(=O)OC)OC1=CC(=C(C=C1)C1=CC=CC=C1)C